5-((R)-1-(3,5-Dichloro-2-methylpyridin-4-yl)ethoxy)-3-(5-methyl-6-(((R)-tetrahydrofuran-3-yl)oxy)pyridin-3-yl)-1H-indazole ClC=1C(=NC=C(C1[C@@H](C)OC=1C=C2C(=NNC2=CC1)C=1C=NC(=C(C1)C)O[C@H]1COCC1)Cl)C